C1(=C(C(=CC(=C1)C)C)N1C(N(C(=C1C)C)CC1=C(C=C(C=C1C)C)C)=[Pd-2](Cl)Cl)C [1-mesityl-4,5-dimethyl-3-(2,4,6-trimethylbenzyl)-1H-imidazol-2-ylidene]dichloropalladium(II)